N1(CCOCC1)C(=O)N1CC(CC1)C1=NNC(=C1)N 3-[1-(morpholin-4-carbonyl)pyrrolidin-3-yl]-1H-pyrazol-5-amine